Boctetrazole C(=O)(OC(C)(C)C)C1=NN=NN1